N(=NCC(=O)O)CC(=O)O azodiacetic acid